5-[(1R)-6-chloro-5-fluoro-isochroman-1-yl]tetrahydrofuran-3,4-diol ClC=1C(=C2CCO[C@H](C2=CC1)C1C(C(CO1)O)O)F